ClC1=CC=C2N1N=C(C=C2[C@@H]2[C@H](C2)C(F)F)C=2C(=NC(=NC2)OC)OC 7-chloro-4-((1S,2S)-2-(difluoromethyl)cyclopropyl)-2-(2,4-dimethoxypyrimidin-5-yl)pyrrolo[1,2-b]pyridazine